CS(=O)(=O)OC[C@H]1C=2N(C3=C(C(=N1)C1=CC=C(C=C1)Cl)C=C(C=C3)C=3C=NN(C3)C)C(=NN2)C (R)-(6-(4-chlorophenyl)-1-methyl-8-(1-methyl-1H-pyrazol-4-yl)-4H-benzo[f][1,2,4]triazolo[4,3-a][1,4]diazepin-4-yl)methyl methanesulfonate